COC(=O)[C@H]1[C@H](CC[C@@H]2[C@@H]1C[C@H]3C4=C(CCN3C2)C5=CC=CC=C5N4)O The molecule is an indole alkaloid with alpha2-adrenoceptor antagonist activity. It is produced by Corynanthe johimbe and Rauwolfia serpentina. It has a role as an alpha-adrenergic antagonist, a serotonergic antagonist and a dopamine receptor D2 antagonist. It derives from a yohimbic acid.